C(C)(C)(C)OC(C)(C)C monotertiary butyl ether